1-(5-chloro-3-(4-hydroxybutan-2-yl)-1-methyl-1H-indol-2-yl)naphthalen-2-ol ClC=1C=C2C(=C(N(C2=CC1)C)C1=C(C=CC2=CC=CC=C12)O)C(C)CCO